C(C)(=O)NC1=C(C(=O)NC=2SC(=CC2)Br)C=CC=C1 2-acetamido-N-(5-bromothiophen-2-yl)benzamide